C(C=C)(=O)N1CC2(C1)CCN(CC2)C2=NC=NC1=CC=C(C=C21)C=2C=C(C(=NC2)OC)NS(=O)(=O)C2=C(C=CC=C2F)F N-(5-(4-(2-acryloyl-2,7-diazaspiro[3.5]nonan-7-yl)quinazolin-6-yl)-2-methoxypyridin-3-yl)-2,6-difluorobenzene-sulfonamide